N-(3-(5-(2,3-dihydro-benzo-[b][1,4]dioxin-6-yl)-1H-pyrazolo[3,4-b]pyridine-3-carbonyl)-2-fluoro-phenyl)-methanesulfonamide O1C2=C(OCC1)C=C(C=C2)C=2C=C1C(=NC2)NN=C1C(=O)C=1C(=C(C=CC1)NS(=O)(=O)C)F